di(tolyl)p-phenylenediamine C1(=C(C=CC=C1)NC1=CC=C(C=C1)NC1=C(C=CC=C1)C)C